5-(6-(((1S,2S,3R,5R)-2-fluoro-1-methyl-9-azabicyclo[3.3.1]nonan-3-yl)(methyl)amino)-1,2,4-triazin-3-yl)-2-(1H-imidazol-1-yl)pyridin-4-ol F[C@@H]1[C@@]2(CCC[C@H](C[C@H]1N(C1=CN=C(N=N1)C=1C(=CC(=NC1)N1C=NC=C1)O)C)N2)C